3-[(1S)-1-[3-(trifluoromethoxy)phenyl]ethyl]urea FC(OC=1C=C(C=CC1)[C@H](C)NC(N)=O)(F)F